Z-2,2-difluoro-N-methyl-4-phenylbut-3-enamide FC(C(=O)NC)(\C=C/C1=CC=CC=C1)F